O[C@H]1C[C@H]2C[C@@H]([C@H]3[C@@H]4CC[C@H]([C@@H](CCC(=O)[O-])C)[C@]4(CC[C@@H]3[C@]2(CC1)C)C)N1N=NC=C1 3α-hydroxy-7β-(1H-1,2,3-triazol-1-yl)-5β-cholanoate